C(C1=CC=CC=C1)OC1C(C1)N(C=1C2=C(N=C(N1)OC[C@]13CCCN3C[C@@H](C1)F)C(=C(N=C2)C2=CC(=CC1=CC=C(C(=C21)C#C)F)O)F)C 4-(4-((2-(benzyloxy)cyclopropyl)(methyl)amino)-8-fluoro-2-(((2R,7aS)-2-fluoro-tetrahydro-1H-pyrrolizin-7a(5H)-yl)methoxy)pyrido[4,3-d]pyrimidin-7-yl)-5-ethynyl-6-fluoronaphthalen-2-ol